ClC=1C=C(OC2=C(C=C(C=C2)NC(CC=2C=NC=CC2C)=O)S(N)(=O)=O)C=CC1 N-[4-(3-chlorophenoxy)-3-sulfamoylphenyl]-2-(4-methylpyridin-3-yl)acetamide